C1(CC1)C1=CC(=NO1)C1CCN(CC1)C(=O)NC1=C(C=CC=C1N1CCN(CC1)C(C)C)F 4-(5-cyclopropyl-1,2-oxazol-3-yl)-N-{2-fluoro-6-[4-(propan-2-yl)piperazin-1-yl]phenyl}piperidine-1-carboxamide